(5-amino-7-(4-(trifluoromethoxy)phenyl)-2,3-dihydrobenzofuran-4-yl)methanol NC=1C=C(C2=C(CCO2)C1CO)C1=CC=C(C=C1)OC(F)(F)F